BrC=1C=C2C(=NC=NC2=C(C1)C(F)(F)F)N(C(C)C1=NC=CN=C1N1N=CC=N1)CC1CC1 6-bromo-N-(cyclopropylmethyl)-N-[1-[3-(triazol-2-yl)pyrazin-2-yl]ethyl]-8-(trifluoromethyl)quinazolin-4-amine